NC1=C2N=CN(C2=NC=N1)CC(=O)N1[C@@H]2CC[C@H]([C@H]1C(=O)NCC1=C(C(=CC=C1)Cl)F)C2 (1R,3S,4S)-2-(2-(6-amino-9H-purin-9-yl)acetyl)-N-(3-chloro-2-fluorophenylmethyl)-2-azabicyclo[2.2.1]heptane-3-carboxamide